3-(4-fluoro-1,3-dioxo-1,3-dihydro-isoindol-2-yl)-2,6-dioxopiperidin-1-ylmethyl [1,4']bipiperidinyl-1'-carboxylate N1(CCCCC1)C1CCN(CC1)C(=O)OCN1C(C(CCC1=O)N1C(C2=CC=CC(=C2C1=O)F)=O)=O